(R)-N-(cyanamido(4-(2-hydroxypropan-2-yl)thiophen-2-yl)(oxo)-λ6-sulfaneylidene)-2-(4,6-diisopropyl-1,3-dihydroisobenzofuran-5-yl)acetamide N(C#N)[S@@](=NC(CC=1C(=C2COCC2=CC1C(C)C)C(C)C)=O)(=O)C=1SC=C(C1)C(C)(C)O